O[C@@H]1CC2=CC(CC[C@@]2([C@H]2C[C@H]([C@]3([C@H](CC[C@H]3[C@H]12)C(C(=O)O)CCC)C)O)C)=O [(1S,2R,9R,10R,11S,14R,15R,16R)-9,16-dihydroxy-2,15-dimethyl-5-oxotetracyclo[8.7.0.02,7.011,15]heptadec-6-en-14-yl]pentanoic acid